tributyl-(1,3-dioxolan-2-ylmethyl)phosphonium bromide [Br-].C(CCC)[P+](CC1OCCO1)(CCCC)CCCC